1-((((R)-7-(8-ethyl-7-fluoro-3-(methoxymethoxy)naphthalen-1-yl)-6,8-difluoro-4-((R)-3-hydroxy-3-methylpiperidin-1-yl)quinazolin-2-yl)oxy)methyl)cyclopropane-1-carbaldehyde C(C)C=1C(=CC=C2C=C(C=C(C12)C1=C(C=C2C(=NC(=NC2=C1F)OCC1(CC1)C=O)N1C[C@](CCC1)(C)O)F)OCOC)F